2-amino-5-(3-phenoxypropyl)-1,3-thiazole-4-carboxylic acid ethyl ester C(C)OC(=O)C=1N=C(SC1CCCOC1=CC=CC=C1)N